C1(=CC=CC=C1)[Fe] monophenyl-iron